C(C)(C)(C)OC(=O)N1CCC(CC1)(C1=NN=C(N1)C1=CC=NC=C1)NC=1C=C(C(=O)O)C=CC1 3-((1-(tert-butoxycarbonyl)-4-(5-(pyridin-4-yl)-4H-1,2,4-triazol-3-yl)piperidin-4-yl)amino)benzoic acid